C(=O)(O)[C@H](CC(=O)C1=CC2=C(S1)C=C(C(=C2)OCCCOC2=C(C(=C1CN(CC1=C2)C(C[C@@H](C(=O)O)C)=O)F)OC)OC)C (S)-4-(6-(3-((2-((S)-3-carboxybutanoyl)-6-methoxybenzo[b]thiophen-5-yl)oxy)propoxy)-4-fluoro-5-methoxy-isoindolin-2-yl)-2-methyl-4-oxobutanoic acid